[(Z)-hex-3-enyl] methyl carbonate C(OCC\C=C/CC)(OC)=O